CN1C(N(C2=C1C(=CC=C2)N2CCC(CC2)=O)C2CNCCC2)=O 3-(3-methyl-2-oxo-4-(4-oxopiperidin-1-yl)-2,3-dihydro-1H-benzo[d]imidazol-1-yl)piperidine